C1(=CC=CC=C1)S(=O)(=O)C1=CC=C(C=C1)CN1CSC=2C=NC=CC21 N-{[4-(benzenesulfonyl)phenyl]methyl}-[1,3]thiazolo[5,4-c]pyridine